3,5-diisopropyl-3',5'-dipropyl-[1,1'-biphenyl]-4,4'-diol C(C)(C)C=1C=C(C=C(C1O)C(C)C)C1=CC(=C(C(=C1)CCC)O)CCC